ClC1=CC(=C(CNC(=O)C2C=3C=CC=NC3C(CC2)=O)C=C1)F N-(4-chloro-2-fluorobenzyl)-8-oxo-5,6,7,8-tetrahydroquinoline-5-carboxamide